(S)-3-(1-hydroxypropan-2-yl)-8-(4-methylpyridin-3-yl)-6-(6-(trifluoromethyl)pyridin-3-yl)pyrido[3,4-d]pyrimidin-4(3H)-one OC[C@H](C)N1C=NC2=C(C1=O)C=C(N=C2C=2C=NC=CC2C)C=2C=NC(=CC2)C(F)(F)F